FC1(CC(NCC1)C1=C(CN2C(NC(C=3NC=NC23)=O)=C=S)C=CC=C1)F 3-(2-(4,4-Difluoropiperidin-2-yl)benzyl)-2-thiocarbonyl-1,2,3,7-tetrahydro-6H-purin-6-one